4-chloro-2-methoxy-1-((2-(trimethylsilyl)ethoxy)methyl)-1H-imidazole ClC=1N=C(N(C1)COCC[Si](C)(C)C)OC